(difluoromethyl)-2-methyl-N-(1-(methylsulfonyl)piperidin-4-yl)-[1,2,4]triazolo[1',5':1,6]pyrido[2,3-d]pyrimidin-8-amine FC(F)C1=CC=2C(=NC(=NC2)NC2CCN(CC2)S(=O)(=O)C)N2C1=NC(=N2)C